C(C(C)C)N1C=C(C=2C1=NC(=CC2)C(=O)N2C(CN(CC2)C2=NC(=C(C(=O)OC)C(=C2)C)C)(C)C)C2=CC(=C(C(=C2)F)F)F methyl 6-(4-(1-isobutyl-3-(3,4,5-trifluorophenyl)-1H-pyrrolo[2,3-b]pyridine-6-carbonyl)-3,3-dimethylpiperazin-1-yl)-2,4-dimethylnicotinate